1,2,3-Trichloropropane ClCC(CCl)Cl